1-((1-ethylpyrrolidin-2-yl)methyl)-1H-benzo[d]imidazole-6-carboxylate C(C)N1C(CCC1)CN1C=NC2=C1C=C(C=C2)C(=O)[O-]